N-(5-chloro-4-(5,5-dimethyl-5,6-dihydro-4H-pyrrolo[1,2-b]pyrazol-3-yl)pyridin-2-yl)-2-(3-(2-cyanoacetylamino)phenyl)acetamide ClC=1C(=CC(=NC1)NC(CC1=CC(=CC=C1)NC(CC#N)=O)=O)C1=C2N(N=C1)CC(C2)(C)C